FC=1C=NC=C(C1)F 3,5-Difluoro-pyridin